CC[C@H](C)/C=C/[C@@H](C)[C@H]1CC[C@@H]2[C@@]1(CC[C@H]3[C@H]2CC[C@@H]4[C@@]3(CC[C@@H](C4)O)C)C (24S)-26-nor-5alpha-cholest-22E-en-3beta-ol